N-[(1,2-Dihydro-4,6-dimethyl-2-oxo-3-pyridinyl)methyl]-3-methyl-1-[(1S)-1-methylpropyl]-6-[6-(1-piperazinyl)-3-pyridinyl]-1H-indole-4-carboxamide CC1=C(C(NC(=C1)C)=O)CNC(=O)C=1C=2C(=CN(C2C=C(C1)C=1C=NC(=CC1)N1CCNCC1)[C@H](CC)C)C